C1(CCC1)NC=1C=C2C(NC(=NC2=CC1O)C)=O 6-(Cyclobutylamino)-7-hydroxy-2-methyl-quinazolin-4(3H)-one